(S)-N-(5-(2-(1-cyclopropylethyl)-7-fluoro-1-oxoisoindolin-5-yl)-4-methoxy-7H-pyrrolo[2,3-d]pyrimidin-2-yl)acetamide C1(CC1)[C@H](C)N1C(C2=C(C=C(C=C2C1)C1=CNC=2N=C(N=C(C21)OC)NC(C)=O)F)=O